aminoethylsulfate NCCOS(=O)(=O)[O-]